C(C)(=O)NC1=CC=C2[C@H]([C@@H](N(C(C2=C1)=O)CC1=CC=C(C=C1)C)C1=CC=C(C=C1)C(F)(F)F)C(=O)NC1=CC(=CC=C1)N1CCN(CC1)C (3R,4R)-7-Acetamido-2-(4-methylbenzyl)-N-(3-(4-methylpiperazin-1-yl)phenyl)-1-oxo-3-(4-(trifluoromethyl)phenyl)-1,2,3,4-tetrahydroisochinolin-4-carboxamid